methyl (2S,3R)-3-((tert-butyldimethylsilyl)oxy)-2-(piperazin-1-yl)butanoate [Si](C)(C)(C(C)(C)C)O[C@@H]([C@@H](C(=O)OC)N1CCNCC1)C